FC=1C=C(C=CC1OC)C1=CN=C2N1C=CN=C2NC2=CC(=C(C=C2)C(=O)N2C(CNCC2)CO)C (4-((3-(3-fluoro-4-methoxyphenyl)imidazo[1,2-a]pyrazin-8-yl)amino)-2-methylphenyl)(2-(hydroxymethyl)piperazin-1-yl)methanone